C(CC)N(CCC1=CNC2=C(C=CC=C12)OC(CC(=O)O)=O)CCC 3-((3-(2-(dipropylamino)ethyl)-1H-indol-7-yl)oxy)-3-oxopropionic acid